(E)-l-1-(2,4-difluorophenyl)-8-(9-(4-fluorobut-2-enoyl)-7-oxo-3,9-diazabicyclo[3.3.1]nonan-3-yl)-10-(trifluoromethyl)-3,4-dihydro-2H,6H-[1,4]thiazepino[2,3,4-ij]quinazolin-6-one FC1=C(C=CC(=C1)F)S1CCCN2C(N=C(C3=CC(=CC1=C23)C(F)(F)F)N2CC3CC(CC(C2)N3C(\C=C\CF)=O)=O)=O